C(C)(C)(C)OC(=O)N1CC2COC=3C4=C(N=CN=C4C=CC3)N2CC1 8a,9,11,12-tetrahydropyrazino[2',1':3,4][1,4]oxazepino[5,6,7-de]quinazoline-10(8H)-carboxylic acid tert-butyl ester